N-(trans-4-(2-(4-(benzo[b]thiophen-4-yl)piperazin-1-yl)ethyl)cyclohexyl)dimethylsulfonamide S1C2=C(C=C1)C(=CC=C2)N2CCN(CC2)CC[C@@H]2CC[C@H](CC2)N(S(=O)(=O)C)C